NC1=C2N=CN(C2=NC(=N1)Cl)C1CCC(CC1)C(=O)NC=1SC=C(N1)CC(=O)N 4-(6-amino-2-chloro-9H-purin-9-yl)-N-[4-(2-amino-2-oxoethyl)-1,3-thiazol-2-yl]cyclohexanecarboxamide